NC1=NC(=C(C=C1C=1C=C2CCNC(C2=CC1)=O)C1=CC=C(C=C1)OC1CCN(CC1)CCCC(F)(F)F)F 6-(2-amino-6-fluoro-5-(4-((1-(4,4,4-trifluorobutyl)piperidin-4-yl)oxy)phenyl)pyridin-3-yl)-3,4-dihydroisoquinolin-1(2H)-one